CP(=O)(C)C=1C(=C(C(=O)N)C=CC1)O (dimethylphosphoryl)-2-hydroxybenzoamide